chromium dihistidine N[C@@H](CC1=CNC=N1)C(=O)O.N[C@@H](CC1=CNC=N1)C(=O)O.[Cr]